NC=1C=C(C=CC1Cl)NC(COC1=C(C=C(C=C1)C(C)(C)CC)C(C)(C)CC)=O N1-(3-amino-4-chlorophenyl)-2-[2,4-di(tert-amyl)phenoxy]acetamide